(2S)-6-[(t-butoxycarbonyl)amino]-2-[(2S)-2-[(t-butoxycarbonyl)amino]-3-(3,4-dihydroxyphenyl)propaneamido]hexanoic acid C(C)(C)(C)OC(=O)NCCCC[C@@H](C(=O)O)NC([C@H](CC1=CC(=C(C=C1)O)O)NC(=O)OC(C)(C)C)=O